ClCCCCCCCCCCCCCCCC 1-chloro-Hexadecane